(S)-1-N-tert-butoxycarbonyl-3-hydroxypyrrolidine C(C)(C)(C)OC(=O)N1C[C@H](CC1)O